6-[4-[(2S)-2-[(tert-butoxycarbonyl)amino]-4-carbamoyl-butoxy]phenyl]hex-5-ynoic acid C(C)(C)(C)OC(=O)N[C@H](COC1=CC=C(C=C1)C#CCCCC(=O)O)CCC(N)=O